(E)-ethyl 3-(4-((E)-2-(4-(methyl(phenyl)amino)phenyl)-1-(1-(tetrahydro-2H-pyran-2-yl)-1H-indazol-5-yl)but-1-en-1-yl)phenyl)acrylate CN(C1=CC=C(C=C1)/C(=C(/C=1C=C2C=NN(C2=CC1)C1OCCCC1)\C1=CC=C(C=C1)/C=C/C(=O)OCC)/CC)C1=CC=CC=C1